5'-(4-fluorophenyl)-3'-isopropyl-N-(4-((1R,5S)-8-methyl-3,8-diazabicyclo[3.2.1]octan-3-yl)phenyl)-1H,3'H-[2,4'-biimidazole]-4-carboxamide FC1=CC=C(C=C1)C1=C(N(C=N1)C(C)C)C=1NC=C(N1)C(=O)NC1=CC=C(C=C1)N1C[C@H]2CC[C@@H](C1)N2C